C(C)(C)(C)OC(=O)N1C(C(C=2C1=CN=C(C2)OC)(C)C)=O 5-methoxy-3,3-dimethyl-2-oxo-2,3-dihydro-pyrrolo[2,3-c]pyridine-1-carboxylic acid tert-butyl ester